C1(CC1)C(=O)NC1=CC(=C(N=N1)C(=O)NC([2H])([2H])[2H])NC1=C(C(=CC(=C1)C)C1=NN(C=N1)C)OC 6-(Cyclopropanecarboxamido)-4-((2-methoxy-5-methyl-3-(1-methyl-1H-1,2,4-triazol-3-yl)phenyl)amino)-N-(methyl-d3)pyridazine-3-carboxamide